4-sulfobutylacrylate S(=O)(=O)(O)CCCCOC(C=C)=O